C(C)OC(C=CC1=CC=C(C=C1)CC(C)(O)C)OCC 1-(4-(3,3-diethoxyprop-1-en-1-yl)phenyl)-2-methylpropan-2-ol